(S)-1-(5-(6-chloro-7-fluoro-3-(1H-imidazol-1-yl)-5-methoxy-1-methyl-1H-indol-2-yl)-1H-1,2,4-triazol-3-yl)-2-methoxyethan-1-ol ClC1=C(C=C2C(=C(N(C2=C1F)C)C1=NC(=NN1)[C@@H](COC)O)N1C=NC=C1)OC